2-(4-(2-chloro-5-iodopyridin-4-yl)piperazin-1-yl)ethan-1-ol ClC1=NC=C(C(=C1)N1CCN(CC1)CCO)I